C1(=CC=CC=C1)C1(CC1)C(=O)OC Methyl 1-phenylcyclopropane-1-carboxylate